2-(3-{[6-(methanesulfonyl)-2-methoxy-5-methylpyridin-3-yl]amino}-1H-indazol-6-yl)-5'-methoxyspiro[cyclopropane-1,3'-indol]-2'(1'H)-one CS(=O)(=O)C1=C(C=C(C(=N1)OC)NC1=NNC2=CC(=CC=C12)C1CC12C(NC1=CC=C(C=C21)OC)=O)C